4-(7-chloro-1-methyl-2,3-dioxo-2,3-dihydropyrido[2,3-b]pyrazin-4(1H)-yl)-N-(4-(trifluoromethyl)phenyl)piperidine-1-carboxamide ClC1=CC2=C(N(C(C(N2C)=O)=O)C2CCN(CC2)C(=O)NC2=CC=C(C=C2)C(F)(F)F)N=C1